C(C1=CC=CC=C1)O[C@@H]1CC[C@]23OC(O[C@H]2[C@@H](O[C@@H]31)N3C=CC1=C3N=CN=C1C)(C)C 7-((3ar,4r,5ar,6r,8ar)-6-(benzyloxy)-2,2-dimethylhexahydrocyclopenta[2,3]furo[3,4-d][1,3]dioxol-4-yl)-4-methyl-7H-pyrrolo[2,3-d]pyrimidine